3,4-dihydronaphthalene-1-carbaldehyde C1(=CCCC2=CC=CC=C12)C=O